N',N-bis(3-aminopropyl)ethylenediamine NCCCNCCNCCCN